N5-((1R,3s,5S)-9-azabicyclo[3.3.1]nonan-3-yl)-N7-(5-methyl-1H-pyrazol-3-yl)-1,6-naphthyridine-5,7-diamine [C@H]12CC(C[C@H](CCC1)N2)NC=2C=1C=CC=NC1C=C(N2)NC2=NNC(=C2)C